C(C1=CC=CC=C1)OC1=C(C=C(C=C1)N1C(N2C(CN(C(C2)C)C(=O)OC(C)(C)C)=C1C(=O)O)=O)NC(=O)OCC1=CC=CC=C1 2-[4-(benzyloxy)-3-{[(benzyloxy)carbonyl]amino}phenyl]-7-(tert-butoxycarbonyl)-6-methyl-3-oxo-5H,6H,8H-imidazo[1,5-a]pyrazine-1-carboxylic acid